2-[4-[8-[3-fluoro-5-methyl-4-(piperazine-1-carbonyl)anilino]imidazo[1,2-a]pyrazin-3-yl]-3-(trifluoromethyl)pyrazol-1-yl]acetonitrile FC=1C=C(NC=2C=3N(C=CN2)C(=CN3)C=3C(=NN(C3)CC#N)C(F)(F)F)C=C(C1C(=O)N1CCNCC1)C